FC1=CC=C(C=C1)C(N1CCN(CC1)C(=O)N1C[C@@H]2[C@@H](OCC(N2)=O)CC1)C1=CC=NC=C1 |r| rac-(4aR,8aS)-6-[4-[(4-Fluorophenyl)-(4-pyridyl)methyl]piperazine-1-carbonyl]-4,4a,5,7,8,8a-hexahydropyrido[4,3-b][1,4]oxazin-3-one